N1N=CC(=C1)N=CC=NC=1C=NNC1 N,N'-Di(1H-pyrazol-4-yl)-ethan-1,2-diimin